6-methyl-2-n-butoxy-5-acetyl-3,4-dihydropyran CC1=C(CCC(O1)OCCCC)C(C)=O